2-(7-chlorobenzo[d]isoxazol-3-yl)-2-methylpropanoic acid ClC1=CC=CC=2C(=NOC21)C(C(=O)O)(C)C